BrC=1C=C2C(C(C(OC2=CC1)C1=CC=CC=C1)(CO)CO)=O 6-Bromo-3,3-bis(hydroxymethyl)-2-phenylchroman-4-one